ethyl 2-amino-3-(2-oxopiperidin-3-yl)propanoate mono-hydrochloride methyl-2-amino-3-(2-oxopiperidin-3-yl)propanoate COC(C(CC1C(NCCC1)=O)N)=O.Cl.NC(C(=O)OCC)CC1C(NCCC1)=O